OC(C(=O)OC1CN(CCC1)CC[18F])(C1=CC=CC=C1)C1=CC=CC=C1 1-[2-(18F)fluoroethyl]piperidin-3-yl hydroxy(diphenyl)acetate